C(CCC)SC1=NC(=CC(=C1C(=O)NCC1=CC(=CC=C1)F)C)N1CCOCC1 2-(Butylsulfanyl)-N-[(3-fluorophenyl)-methyl]-4-methyl-6-morpholin-4-yl-pyridine-3-carboxylic acid amide